2-Amino-4-(2,2-difluoro-7-((5-methoxy-7-methyl-1H-indol-4-yl)methyl)-7-azaspiro[3.5]nonan-6-yl)benzoic acid NC1=C(C(=O)O)C=CC(=C1)C1CC2(CC(C2)(F)F)CCN1CC1=C2C=CNC2=C(C=C1OC)C